6-[6-(Difluoromethyl)pyridin-3-yl]-N-[(2S)-1-hydroxypropan-2-yl]-3-oxo-2-(pyridin-3-yl)-2,3-dihydropyridazine-4-carboxamide FC(C1=CC=C(C=N1)C=1C=C(C(N(N1)C=1C=NC=CC1)=O)C(=O)N[C@H](CO)C)F